1-bromo-N-hydroxymethanecarbonimidoyl bromide BrCC(=NO)Br